CCCCCCCCCC/C=C\CCCCCCCCCC(=O)O[C@H](COC(=O)CCCCCCC/C=C\C/C=C\C/C=C\CC)COP(=O)(O)OC[C@@H](C(=O)O)N 1-(9Z,12Z,15Z-octadecatrienoyl)-2-(11Z-docosenoyl)-glycero-3-phosphoserine